C(CCC)OC(C1CCN(CC1)C=1C=NC(=NC1)C(=O)OC)OCCCC Methyl 5-[4-(dibutoxymethyl)piperidin-1-yl]pyrimidine-2-carboxylate